BrCC=1C(=C(C(=O)OC)C(=CC1)F)F methyl 3-(bromomethyl)-2,6-difluorobenzoate